N1=CC=C(C=C1)C=1N=CC2=C(N1)C=NC=C2 2-(4-pyridinyl)pyrido[3,4-d]Pyrimidine